8-chloro-3-[5-(1-cyanocyclopropyl)-1,3,4-thiadiazol-2-yl]-N-(1-methylcyclopropyl)imidazo[1,2-a]pyridine-6-sulfonamide ClC=1C=2N(C=C(C1)S(=O)(=O)NC1(CC1)C)C(=CN2)C=2SC(=NN2)C2(CC2)C#N